N-ethyl-2-fluoro-benzamide C(C)NC(C1=C(C=CC=C1)F)=O